N-(2-iodo-3-(2,2,2-trifluoroethyl)benzo[b]thiophen-7-yl)-3-(trifluoromethyl)piperidin-4-amine IC1=C(C2=C(S1)C(=CC=C2)NC2C(CNCC2)C(F)(F)F)CC(F)(F)F